tri-tertbutyl-phosphonium tetrafluoroborate F[B-](F)(F)F.C(C)(C)(C)[PH+](C(C)(C)C)C(C)(C)C